NC1=C(C2=C(S1)C(=CC=C2C2=C1C=CN3C1=C(C=C2F)C(N2[C@@H](CC3)CNCC2)=O)F)C#N 2-Amino-7-fluoro-4-((S)-2-fluoro-14-oxo-8,8a,9,10,11,12-hexahydro-7H,14H-pyrazino[1',2':5,6][1,5]diazocino[3,2,1-hi]indol-3-yl)benzo[b]thiophene-3-carbonitrile